C(C)(=O)O[C@@H]1[C@@H]([C@H]([C@@H](SC2(C(N=CC=C2)C#N)Cl)O[C@@H]1COC(C)=O)OC)N=[N+]=[N-] 3-Chloro-2-cyanopyridin-3-yl 4,6-di-O-acetyl-3-azido-3-deoxy-2-O-methyl-1-thio-α-D-galactopyranoside